CN(CCCCCCN(CCCCCC)C(CCCCCCCC(=O)OCC(CCCCCCCC)CCCCCC)=O)CCCCCCN(CCCCCC)C(CCCCCCCC(=O)OCC(CCCCCCCC)CCCCCC)=O bis(2-hexyldecyl) 9,9'-(((methylazanediyl)bis(hexane-6,1-diyl))bis(hexylazanediyl))bis(9-oxononanoate)